3-[(4-bromophenyl)methylene]pyrrolidine bis(2,4-di-tert-butyl-6-methylphenyl)methyl-phosphite C(C)(C)(C)C1=C(C(=CC(=C1)C(C)(C)C)C)C(C1=C(C=C(C=C1C)C(C)(C)C)C(C)(C)C)OP(O)O.BrC1=CC=C(C=C1)C=C1CNCC1